3-bromo-N,N-dimethyl-1H-pyrrolo[2,3-b]Pyridine-5-carboxamide BrC1=CNC2=NC=C(C=C21)C(=O)N(C)C